2-(4,4,5,5-Tetramethyl-1,3,2-dioxaborolane-2-yl)phenol CC1(OB(OC1(C)C)C1=C(C=CC=C1)O)C